NN1C=C(C=C1C(N)=O)C(=O)OCC ethyl 1-amino-5-carbamoyl-1H-pyrrole-3-carboxylate